(3R)-THIOMORPHOLINECARBOXYLIC ACID C1CSC[C@H](N1)C(=O)O